2-(6-(3-(2-chloro-4-((5-cyclopropyl-3-(2,6-dichloro-4-fluorophenyl)isoxazol-4-yl)methoxy)phenyl)-3-hydroxyazetidin-1-yl)-5-fluoronicotinamido)ethane ClC1=C(C=CC(=C1)OCC=1C(=NOC1C1CC1)C1=C(C=C(C=C1Cl)F)Cl)C1(CN(C1)C1=NC=C(C(=O)NCC)C=C1F)O